(R)-1-methylpyrrolidine-3-carboxylic acid CN1C[C@@H](CC1)C(=O)O